2-(2-ethynylmorpholino)acetic acid tert-butyl ester C(C)(C)(C)OC(CN1CC(OCC1)C#C)=O